O[C@H](C)C=1C(=CC2=CN(N=C2C1)CC(=O)OC)N1N=CC=C1 methyl {6-[(1R)-1-hydroxyethyl]-5-(1H-pyrazol-1-yl)-2H-indazol-2-yl}acetate